The molecule is a 1,12-dialdehyde compound having double bonds in the 2-, 4-, 6-, 8-, and 10-positions and methyl substituents in the 4- and 9-positions. It is an enal, a dialdehyde and an apo carotenoid. C/C(=C\\C=C\\C=C(\\C=C\\C=O)/C)/C=C/C=O